[4-(1-tert-butyl-1,2,4-triazol-3-yl)-3-fluoro-phenyl]-[4-(5-chlorooxazolo[4,5-b]pyridin-2-yl)piperazin-1-yl]methanone C(C)(C)(C)N1N=C(N=C1)C1=C(C=C(C=C1)C(=O)N1CCN(CC1)C=1OC=2C(=NC(=CC2)Cl)N1)F